3-(methacryloyloxy)-2-oxopropyl Benzoate C(C1=CC=CC=C1)(=O)OCC(COC(C(=C)C)=O)=O